rac-(4aR,8aS)-6-(4-(5-Chloro-1-methyl-1H-indol-3-yl)piperidine-1-carbonyl)hexahydro-2H-pyrido[4,3-b][1,4]oxazin-3(4H)-one ClC=1C=C2C(=CN(C2=CC1)C)C1CCN(CC1)C(=O)N1C[C@@H]2[C@@H](OCC(N2)=O)CC1 |r|